(R)-N-(1-(4-(4-Chloro-3-(3-fluoropyrrolidin-1-yl)benzyl)piperazine-1-carbonyl)-1H-pyrazol-3-yl)methanesulfonamide ClC1=C(C=C(CN2CCN(CC2)C(=O)N2N=C(C=C2)NS(=O)(=O)C)C=C1)N1C[C@@H](CC1)F